B(OF)(OF)OF.[Li] lithium difluoro (fluoro) borate